FC(CC)(F)C1CCC=2N1N=C(N2)C(=O)O 5-(1,1-difluoropropyl)-6,7-dihydro-5H-pyrrolo[1,2-b][1,2,4]triazole-2-carboxylic acid